tert-butyl (R)-(cyclobutylmethyl)(1-(6-(3-(4-(6-cyclopropylpyrazin-2-yl)-1H-1,2,3-triazol-1-yl)oxetan-3-yl)pyridin-3-yl)piperidin-3-yl)carbamate C1(CCC1)CN(C(OC(C)(C)C)=O)[C@H]1CN(CCC1)C=1C=NC(=CC1)C1(COC1)N1N=NC(=C1)C1=NC(=CN=C1)C1CC1